CS([C@H]1CN(CC1)C(=O)OCC1=CC=CC=C1)(=NC(C(F)(F)F)=O)=O Benzyl (3R)-3-[methyl(oxo)[(trifluoroacetyl)imino]-λ6-sulfanyl]pyrrolidine-1-carboxylate